NC1=NN2C(C(=CC(=C2)OCCOC2CC2)C=2C=NC(=CC2)N2CC3N(C(C2)C3)CC=3C=NC(=CC3)OC)=C1C#N 2-amino-6-(2-cyclopropoxyethoxy)-4-(6-(6-((6-methoxypyridin-3-yl)methyl)-3,6-diazabicyclo[3.1.1]heptan-3-yl)pyridin-3-yl)pyrazolo[1,5-a]pyridine-3-carbonitrile